CN(C1=NN=CO1)CCOC(F)(F)F 5-{methyl[2-(trifluoro-methoxy)ethyl]amino}-1,3,4-oxadiazol